2-(2'-hydroxy-4'-octoxyphenyl)benzotriazole ethyl-2-(4-trifluoromethylphenyl)-4,6-diphenylnicotinate C(C)OC(C1=C(N=C(C=C1C1=CC=CC=C1)C1=CC=CC=C1)C1=CC=C(C=C1)C(F)(F)F)=O.OC1=C(C=CC(=C1)OCCCCCCCC)N1N=C2C(=N1)C=CC=C2